2-[(3-methyl-2-thienyl)sulfonyl]-5,6-dihydro-4H-pyrrolo[3,4-c]pyrazole 4-methylbenzenesulfonate CC1=CC=C(C=C1)S(=O)(=O)O.CC1=C(SC=C1)S(=O)(=O)N1N=C2C(=C1)CNC2